9-Chloro-2H-benzo[e]imidazo[1,2-c][1,3]thiazin-5(3H)-imine ClC=1C=CC2=C(C=3N(C(S2)=N)CCN3)C1